p-acrylamido-phenylalanine C(C=C)(=O)NC1=CC=C(C[C@H](N)C(=O)O)C=C1